2-(4-benzoyl-phenoxy)propionamide sodium hydrogencarbonate C(O)([O-])=O.[Na+].C(C1=CC=CC=C1)(=O)C1=CC=C(OC(C(=O)N)C)C=C1